3-amino-4-(4-{4-[(2,6-difluorophenyl)methyl]-5-oxo-1,2,4-triazol-1-yl}-2-fluorophenoxy)benzonitrile NC=1C=C(C#N)C=CC1OC1=C(C=C(C=C1)N1N=CN(C1=O)CC1=C(C=CC=C1F)F)F